sodium N-[4-(2-ethoxy-2-oxoethyl)-1,3-thiazol-2-yl]sulfonamide C(C)OC(CC=1N=C(SC1)NS(=O)=O)=O.[Na]